ClC1=C(C=CC=C1Cl)N1CCN(CC1)CCC1CCC(CC1)O 4-(2-(4-(2,3-dichlorophenyl)piperazin-1-yl)ethyl)cyclohexan-1-ol